NC1=CC(=CC=C1)N(CCO)CCO 1-Amino-3-bis-(2-hydroxyethyl)aminobenzol